3-[2-(3-Chlorophenyl)ethynyl]-N-(2,2-dimethylpropyl)-6,8-dihydro-5H-[1,2,4]triazolo[4,3-a]pyrazine-7-carboxamide ClC=1C=C(C=CC1)C#CC1=NN=C2N1CCN(C2)C(=O)NCC(C)(C)C